BrC1=C2CCN([C@@H](C2=C(C=C1)OCC=1SC(=CN1)C)CN1C(CCC1)=O)C(=O)[C@H]1[C@H](CCCC1)C(=O)O (1S,2R)-2-((S)-5-bromo-8-((5-methylthiazol-2-yl)methoxy)-1-((2-oxopyrrolidin-1-yl)methyl)-1,2,3,4-tetrahydroisoquinoline-2-carbonyl)cyclohexane-1-carboxylic acid